ClC=1C=C2C=C(NC2=CC1)C(=O)N1CCC(CC1)C=1C=C2CN(C(C2=CC1)=O)C1C(NC(CC1)=O)=O 3-(5-(1-(5-chloro-1H-indole-2-carbonyl)piperidin-4-yl)-1-oxoisoindolin-2-yl)piperidine-2,6-dione